1-(3-chloropyridin-2-yl)-3-{[5-(trifluoromethyl)-1H-tetrazol-1-yl]methyl}-1H-pyrazol-5-carbonylchlorid ClC=1C(=NC=CC1)N1N=C(C=C1C(=O)Cl)CN1N=NN=C1C(F)(F)F